FC1=CC=C(C=C1)NC(=O)C1=C(CN(N(C1=O)C(=O)OC(C)(C)C)C=1C=NC(=CC1)C(F)(F)F)O tert-butyl 5-((4-fluorophenyl) carbamoyl)-4-hydroxy-6-oxo-2-(6-(trifluoromethyl) pyridin-3-yl)-2,3-dihydropyridazine-1(6H)-carboxylate